O1COC2=C1C=CC(=C2)C(NC(CCC)=O)C2=CC=C1C=CC=NC1=C2O N-(benzo[d][1,3]dioxol-5-yl(8-hydroxyquinolin-7-yl)methyl)butyramide